pyrrolidin-1-yl-pyrimidin-4-amine N1(CCCC1)C1=NC=CC(=N1)N